C(C)C=1C(=NC(=NC1)N[C@@H]1CN(CCC1)C(=O)OC(C)(C)C)C1=CNC2=NC=C(C=C21)F tert-butyl (S)-3-((5-ethyl-4-(5-fluoro-1H-pyrrolo[2,3-b]pyridin-3-yl)pyrimidin-2-yl)amino)piperidine-1-carboxylate